dicyclohexyl-[2-(2,4,6-triisopropyl-3-phenyl-phenyl)phenyl]phosphane C1(CCCCC1)P(C1=C(C=CC=C1)C1=C(C(=C(C=C1C(C)C)C(C)C)C1=CC=CC=C1)C(C)C)C1CCCCC1